Methyl 4-amino-3-nitrobenzoate NC1=C(C=C(C(=O)OC)C=C1)[N+](=O)[O-]